6-((2-aminoethyl)disulfanyl)nicotinic acid NCCSSC1=NC=C(C(=O)O)C=C1